C(C)OC(CN1C(C2=CC=C(C=C2CC1)OC\C(=C\F)\CNC(=O)OC(C)(C)C)=O)=O 2-[6-[(E)-2-[(tert-butyloxycarbonylamino)methyl]-3-fluoro-allyloxy]1-oxo-3,4-Dihydroisoquinolin-2-yl]Acetic acid ethyl ester